C(C)(C)(C)OC(=O)N(C1=CC=C(C=C1)SSC1=CC=C(C=C1)N(C(=O)OC(C)(C)C)C(=O)OC(C)(C)C)C(=O)OC(C)(C)C N,N-bis(t-butoxycarbonyl)-4-aminophenyldisulfide